ClC1=C(C=CC=C1)S(=O)(=O)NC1=C(C=C(C=C1)C1=CC2=C(N=C(N=C2)NC2CCC(CC2)N(C)C)N2C1=NC(=C2)C)F chloro-N-(4-(2-((4-(dimethylamino)cyclohexyl)amino)-8-methylimidazo[1',2':1,6]pyrido[2,3-d]pyrimidin-6-yl)-2-fluorophenyl)benzenesulfonamide